CC=1C=C(CN2C3(CC3)C(C(C2)C=2C=NC=CC2)C#N)C=CC1C 4-(3,4-dimethylbenzyl)-6-(pyridin-3-yl)-4-azaspiro[2.4]heptane-7-carbonitrile